C(#N)C1(CC1)CC=1C=C(C=NC1C)/C=C/C(=O)OCC ethyl (E)-3-(5-((1-cyanocyclopropyl)methyl)-6-methylpyridin-3-yl)acrylate